C(C)(C)(C)OC(C(CC1=CC=C(C=C1)C1=NC(=CC=C1)N)(C)C)=O 3-(4-(6-Aminopyridin-2-Yl)phenyl)-2,2-Dimethylpropanoic acid tert-butyl ester